(2R)-2-[6-(5-chloro-2-{[trans-3-(hydroxymethyl)cyclobutyl]amino}pyrimidin-4-yl)-1-oxo-2,3-dihydro-1H-isoindol-2-yl]-N-[(1S)-2-hydroxy-1-(3-methylphenyl)ethyl]propanamide ClC=1C(=NC(=NC1)N[C@@H]1C[C@H](C1)CO)C1=CC=C2CN(C(C2=C1)=O)[C@@H](C(=O)N[C@H](CO)C1=CC(=CC=C1)C)C